Cl.O1CC[C@@H]2CNCC[C@@H]21 |r| rac-(3aR,7aS)-octahydrofuro[3,2-c]pyridine hydrochloride